ClC=1C(=C(C=CC1)NS(=O)(=O)C1=CC=C(C=C1)C)F N-(3-chloro-2-fluoro-phenyl)-4-methyl-benzenesulfonamide